3-methoxy-4-{[3-methyl-4-(2,2,2-trifluoroethoxy)pyridin-2-yl]methoxy}benzylamine COC=1C=C(CN)C=CC1OCC1=NC=CC(=C1C)OCC(F)(F)F